3-(9-bromo-5,6-dihydrobenzo[f]imidazo[1,2-d][1,4]oxazepin-2-yl)-4-(fluoromethyl)oxazolidin-2-one BrC1=CC2=C(C=3N(CCO2)C=C(N3)N3C(OCC3CF)=O)C=C1